(S)-4-tert-butoxycarbonylpiperazine-2-carboxylic acid C(C)(C)(C)OC(=O)N1C[C@H](NCC1)C(=O)O